2,6-di-tert-butyl-4-methylphenylcyclohexylpentaerythritol diphosphite OP(O)OP(O)O.C(C)(C)(C)C1=C(C(=CC(=C1)C)C(C)(C)C)C(O)(C(CO)(CO)CO)C1CCCCC1